C(C)(=O)N(CCCC[C@H](N)C(=O)O)CCCC Nε-acetyl-Nε-butyl-L-Lysine